4-aminopiperidine-1,4-dicarboxylic acid 1-(tert-butyl) ester 4-methyl ester COC(=O)C1(CCN(CC1)C(=O)OC(C)(C)C)N